(trans)-1-benzyl-2,6-dimethylpiperidin-4-one C(C1=CC=CC=C1)N1[C@H](CC(C[C@@H]1C)=O)C